C1(=CC=CC=C1)C1(CCCC1)C(=O)NNC1=NC=CC=C1 1-phenyl-N'-(pyridine-2-yl)cyclopentanecarbohydrazide